N-(6-(2-ethyl-6-methylphenyl)imidazo[1,2-a]pyridin-2-yl)-2-fluorocyclopropane-1-carboxamide C(C)C1=C(C(=CC=C1)C)C=1C=CC=2N(C1)C=C(N2)NC(=O)C2C(C2)F